tert-butyl (ethyl(oxo)(4-((5-((6-oxo-1,6-dihydropyridazin-3-yl)ethynyl)-2,6-naphthyridin-3-yl)amino)phenyl)-λ6-sulfaneylidene)carbamate C(C)S(C1=CC=C(C=C1)NC=1N=CC2=CC=NC(=C2C1)C#CC1=NNC(C=C1)=O)(=O)=NC(OC(C)(C)C)=O